7-(2-methoxy-4,6-dimethyl-phenyl)-2-[1-methyl-3-piperidyl]-3H-pyrido[2,3-d]pyrimidin-4-one COC1=C(C(=CC(=C1)C)C)C=1C=CC2=C(N=C(NC2=O)C2CN(CCC2)C)N1